3-((13S,15R,E)-4-fluoro-17-(hydroxyimino)-13-methyl-7,8,9,11,12,13,14,15,16,17-decahydro-6H-cyclopenta[a]phenanthren-15-yl)-N-(4-fluoropyridin-2-yl)propanamide FC1=CC=CC=2C3CC[C@@]4(/C(/C[C@H](C4C3CCC12)CCC(=O)NC1=NC=CC(=C1)F)=N/O)C